NC1=NNC(=C1)C1=CC=C(C(=O)NCC2CCCCC2)C=C1 4-(3-amino-1H-pyrazol-5-yl)-N-(cyclohexylmethyl)benzamide